(1S,2S)-2-aminocyclopentan-1-ol N[C@@H]1[C@H](CCC1)O